5-(4-Cyclohexylphenyl)-3-(3-(fluoromethyl)azetidine-1-carbonyl)-2-(oxazol-2-yl)pyrazolo[1,5-a]pyrimidin C1(CCCCC1)C1=CC=C(C=C1)C1=NC=2N(C=C1)N=C(C2C(=O)N2CC(C2)CF)C=2OC=CN2